3,3''-dimethyl-1,1':3',1''-terphenyl CC=1C=C(C=CC1)C1=CC(=CC=C1)C1=CC(=CC=C1)C